2,3-Distearoyl-sn-glycero-1-phosphocholine C(CCCCCCCCCCCCCCCCC)(=O)O[C@H](COP(=O)([O-])OCC[N+](C)(C)C)COC(CCCCCCCCCCCCCCCCC)=O